COCC(OCC(C)N)C 1-(2-Methoxy-1-methylethoxy)-2-propanamin